1-(3-Benzylpyrrolidin-1-yl)-7-Methoxy-9H-β-Carboline C(C1=CC=CC=C1)C1CN(CC1)C1=NC=CC=2C3=CC=C(C=C3NC12)OC